C(CCCCCCCCCCCCC)C(CCCC)(N)N myristyl-pentanediamine